CC1=CP(CC1)(C1=CC=CC=C1)=O 4,5-dihydro-3-methyl-1-phenyl-1H-phosphole 1-oxide